FC1=C2C3C=CC(C2=C(C=C1)F)N3C(=O)OC(C)(C)C tert-Butyl 3,6-difluoro-11-azatricyclo[6.2.1.02,7]undeca-2,4,6,9-tetraene-11-carboxylate